tetraisoamyl-ascorbate C(CC(C)C)C([C@@]([C@@]1(C(=C(C(=O)O1)O)[O-])CCC(C)C)(O)CCC(C)C)(O)CCC(C)C